ClC=1C=C2C=CC(=CC2=CC1)NC=1N=NNC1 4-((6-chloronaphthalen-2-yl)amino)-1H-1,2,3-triazole